5-(benzylthio)-3-fluoropicolinonitrile C(C1=CC=CC=C1)SC=1C=C(C(=NC1)C#N)F